C(C)OC(=O)C1=NN(C(=C1)C)C1=C(C=C(C=C1)Cl)Cl 1-(2,4-dichlorophenyl)-5-methyl-1H-pyrazole-3-carboxylic acid ethyl ester